1-(14-azido-2,2-dimethyl-3,6,9,12-tetraoxatetradecyl)-2-(ethoxymethyl)-N-trityl-1H-imidazo[4,5-c]quinolin-4-amine N(=[N+]=[N-])CCOCCOCCOCCOC(CN1C(=NC=2C(=NC=3C=CC=CC3C21)NC(C2=CC=CC=C2)(C2=CC=CC=C2)C2=CC=CC=C2)COCC)(C)C